1-(tert-butyl) 3-methyl 4-(4,5-dichloro-2-hydroxyphenyl)pyrrolidine-1,3-dicarboxylate ClC1=CC(=C(C=C1Cl)C1C(CN(C1)C(=O)OC(C)(C)C)C(=O)OC)O